C(C)(C)C1=CC=CC(=N1)NC(C1=C(C=C(C=C1)S(=O)(=O)C)N1CCC2(CC2)CC1)=O N-(6-Isopropylpyridin-2-yl)-4-(methylsulfonyl)-2-(6-azaspiro[2.5]octan-6-yl)benzamide